2-(hydroxyphenylmethyl)-acrylic acid methyl ester COC(C(=C)C(C1=CC=CC=C1)O)=O